2,5,6-trimethyl-3-ethyl-4-butoxy-phenol CC1=C(C(=C(C(=C1CC)OCCCC)C)C)O